4-(6-((2,5-difluorobenzyl)oxy)pyridin-2-yl)piperidine tert-butyl-pyridine-1-carboxylate C(C)(C)(C)OC(=O)N1CC=CC=C1.FC1=C(COC2=CC=CC(=N2)C2CCNCC2)C=C(C=C1)F